2-[(2,6-difluoro-4-pyridinyl)-formyl-amino-carbamoyl]-N-(2,2-dimethylcyclobutyl)-5-methyl-thiazole-4-carboxamide FC1=NC(=CC(=C1)NN(C(=O)C=1SC(=C(N1)C(=O)NC1C(CC1)(C)C)C)C=O)F